tert-butyl N-[(3R)-5-[(4-chlorophenyl)methyl]-6-fluoro-4-oxo-7-[5-(2,2,2-trifluoroethyl)-1,3,4-oxadiazol-2-yl]-2,3-dihydro-1,5-benzothiazepin-3-yl]carbamate ClC1=CC=C(C=C1)CN1C([C@H](CSC2=C1C(=C(C=C2)C=2OC(=NN2)CC(F)(F)F)F)NC(OC(C)(C)C)=O)=O